FC1=CC=C(C=C1)NC(CN(C1=CC(=CC=C1)C(F)(F)F)S(=O)(=O)C1=CC=CC=C1)=O N~1~-(4-fluorophenyl)-N~2~-(phenylsulfonyl)-N~2~-[3-(trifluoromethyl)phenyl]glycinamide